2,2,2-trichloro-1-(4,5,6,7-tetrahydro-5-methylthiazolo[5,4-c]pyridinium-1-yl)ethanone chloride [Cl-].ClC(C(=O)[N+]1=CSC=2CN(CCC21)C)(Cl)Cl